trans-1,1-diethoxy-15-octadecen-13-yne C(C)OC(CCCCCCCCCCCC#C\C=C\CC)OCC